2-Chloro-6-nitro-1H-benzo[d]imidazole ClC1=NC2=C(N1)C=C(C=C2)[N+](=O)[O-]